NC1=NC=NN2C1=C(C=C2C=2C=C(C(=NC2)OC)C(=O)N[C@@H]2CN(C[C@@H]2F)S(=O)(=O)CC2=NC=CC=C2)C(F)(F)F 5-[4-amino-5-(trifluoromethyl)pyrrolo[2,1-f][1,2,4]triazin-7-yl]-N-[(3R,4S)-4-fluoro-1-[(pyridin-2-yl)methanesulfonyl]pyrrolidin-3-yl]-2-methoxypyridine-3-carboxamide